(3S)-3-({2-[4-(trifluoromethyl)pyridin-2-yl][1,2,4]triazolo[1,5-c]quinazolin-5-yl}amino)azepan FC(C1=CC(=NC=C1)C1=NN2C(=NC=3C=CC=CC3C2=N1)N[C@@H]1CNCCCC1)(F)F